4-(tert-butyl)cyclohexan-1-amine C(C)(C)(C)C1CCC(CC1)N